tert-butyl 3-cyclopropyl-1-methyl-2-oxo-3,6-diazabicyclo[3.1.1]heptane-6-carboxylate C1(CC1)N1C(C2(N(C(C1)C2)C(=O)OC(C)(C)C)C)=O